ClC1=NC2=CN=C(C=C2C=C1C)C(=O)OC methyl 2-chloro-3-methyl-1,7-naphthyridine-6-carboxylate